[O-]S(=O)(=O)C(F)(F)F.[Ga+3].[O-]S(=O)(=O)C(F)(F)F.[O-]S(=O)(=O)C(F)(F)F Gallium triflate